FC1=C(C(=O)O)C=C(C(=C1)NCC#CC1=C(C2=C(S1)C(=CC=C2)N[C@H]2[C@H](CN(CC2)C)F)CC(F)(F)F)OC 2-fluoro-4-((3-(7-(((3S,4R)-3-fluoro-1-methylpiperidin-4-yl)amino)-3-(2,2,2-trifluoroethyl)benzo[b]thiophen-2-yl)prop-2-yn-1-yl)amino)-5-methoxybenzoic acid